C(C)OCC1=NC(=NC=C1)OCC1=C(N=NN1C)C1=CC=C(C(=N1)C)OC1CC2CCC(C2C1)C(=O)O 5-((6-(5-(((4-(ethoxymethyl)pyrimidin-2-yl)oxy)methyl)-1-methyl-1H-1,2,3-triazole-4-yl)-2-methylpyridin-3-yl)oxy)octahydropentalene-1-carboxylic acid